6-nitroveratroleoxyamide [N+](=O)([O-])C=1C=CC=C(C1OC)OCO[NH-]